tert-Butyl 3-[2-methoxy-4-[2,2,2-trifluoro-1-(p-tolylsulfonyloxy)ethyl]phenyl]azetidine-1-carboxylate COC1=C(C=CC(=C1)C(C(F)(F)F)OS(=O)(=O)C1=CC=C(C=C1)C)C1CN(C1)C(=O)OC(C)(C)C